FC1=CC=C(C=C1)S(=O)(=O)N1[C@@H](C[C@H](C1)C1=CC=CC=C1)C1=NC(=NO1)CNC(=O)C=1C=NC2=CC=CC=C2C1 N-((5-((2S,4S)-1-((4-fluorophenyl)sulfonyl)-4-phenyl-pyrrolidin-2-yl)-1,2,4-oxadiazol-3-yl)methyl)quinoline-3-carboxamide